3-(4-Cyclopropyl-2-methylphenoxy)-N-(3-(methylsulfonyl)phenyl)-6-(trifluoromethyl)pyridazine-4-carboxamide C1(CC1)C1=CC(=C(OC=2N=NC(=CC2C(=O)NC2=CC(=CC=C2)S(=O)(=O)C)C(F)(F)F)C=C1)C